(2-(Aminomethyl)phenyl)dimethylphosphine oxide NCC1=C(C=CC=C1)P(C)(C)=O